2-fluoro-4-[(6S)-6-(2-methoxy-2-oxoethyl)-2,3,9-trimethyl-6H-thieno[3,2-f][1,2,4]triazolo[4,3-a][1,4]diazepin-4-yl][1,1'-biphenyl]-4-carboxylic acid FC1=C(C=CC(C1)(C(=O)O)C1=N[C@H](C=2N(C3=C1C(=C(S3)C)C)C(=NN2)C)CC(=O)OC)C2=CC=CC=C2